CC(CCC(=O)N)C 4-methylpentaneamide